FC1=C(OC2=C(C=C(C=C2)CS(=O)(=O)C)C=2C=C(C(N(C2)CC)=O)C)C=CC(=C1)F 5-[2-(2,4-difluorophenoxy)-5-(methylsulfonylmethyl)phenyl]-1-ethyl-3-methyl-pyridin-2-one